ClC=1C=C(C=CC1)C=1C=CC=C2C(=C(N=NC12)C(=O)N[C@H]1CCOC2=CC=CC=C12)OC 8-(3-chlorophenyl)-N-[(4S)-3,4-dihydro-2H-chromen-4-yl]-4-methoxycinnoline-3-carboxamide